C(C)(C)(C)OC(N(C)[C@@H]1CN(CC1)C1=C(C=C(C=C1)Cl)F)=O.C1(C(=CC2=CC=CC=C12)C=O)C=O indenedialdehyde tert-butyl-(S)-(1-(4-chloro-2-fluorophenyl)pyrrolidin-3-yl)(methyl)carbamate